C(C)(C)(C)OC(=O)N1C[C@@H](N(C[C@H]1CC)C=1C=2N(N=C(C1)Cl)C=C(N2)C(=O)OCC)C ethyl 8-((2S,5R)-4-(tert-butoxycarbonyl)-5-ethyl-2-methylpiperazin-1-yl)-6-chloroimidazo[1,2-b]pyridazine-2-carboxylate